ONC(C1=CC=C(C=C1)CN1N=C(C=C1C1=CC=C(C=C1)C(F)(F)F)C=1C=C2C(N(C=NC2=CC1)C)=O)=O N-hydroxy-4-{[3-(3-methyl-4-oxo-3,4-dihydroquinazolin-6-yl)-5-(4-trifluoromethylphenyl)-1H-pyrazol-1-yl]methyl}benzamide